C1(=CC=C(C=C1)CC(C(=O)O)(C(=O)OC)OC[C@H]1O[C@H]([C@H]([C@@H]1O)F)N1C2=NC(=NC(=C2N=C1)N)Cl)C1=CC=CC=C1 2-([1,1'-biphenyl]-4-ylmethyl)-2-(((2R,3R,4S,5R)-5-(6-amino-2-chloro-9H-purin-9-yl)-4-fluoro-3-hydroxytetrahydrofuran-2-yl)methoxy)-3-methoxy-3-oxopropanoic acid